ClN1NC(=CC(=N1)Cl)O 2,4-dichloro-6-hydroxytriazine